3-(4-chlorophenyl)cyclobutanol ClC1=CC=C(C=C1)C1CC(C1)O